N[C@H]1C(O)O[C@@H]([C@@H]([C@@H]1O)O)CO 2-Amino-2-deoxy-D-galactopyranose